C1=CC(=N)C=CC1=C(C2=CC=C(C=C2)N)C3=CC=C(C=C3)N The molecule is an imine that is 4-methylidenecyclohexa-2,5-dien-1-imine in which both the hydrogens of the methylidene group are replaced by 4-aminophenyl groups. The hydrochloride salt is the histological dye 'pararosaniline'. It has a role as a fluorochrome and a histological dye. It is a substituted aniline and an imine. It is a conjugate base of a pararosaniline(1+).